C1(CC1)C(C=1C(=C(C(=C2C=NNC12)C=1N=CC=2N(C1)C=C(N2)NC(=O)[C@H]2[C@H](C2)F)OC)F)O (1s,2s)-N-(6-(7-(cyclopropyl-(hydroxy)methyl)-6-fluoro-5-methoxy-1H-indazol-4-yl)imidazo[1,2-a]pyrazin-2-yl)-2-fluorocyclopropane-1-carboxamide